acetic acid (3-methylbutoxy)2-propenoate CC(CCOC(C(=O)O)=C)C.C(C)(=O)O